CN(C=1C(=NC=CC1)NC1=NC(=NS1)C1=NC=CC2=C1CN(C2)C)C N3,N3-Dimethyl-N2-(3-(2-methyl-2,3-dihydro-1H-pyrrolo[3,4-c]pyridin-4-yl)-1,2,4-thiadiazol-5-yl)pyridine-2,3-diamine